1-(3-chlorophenyl)-6-fluoro-9H-pyrido[3,4-b]indole ClC=1C=C(C=CC1)C1=NC=CC2=C1NC1=CC=C(C=C21)F